C(C)(C)(C)OC(=O)N1C=NC(=C1)C[C@H](NC(=O)OC(C)(C)C)C=1OC(=NN1)CC1=CC=CC=C1 (S)-4-(2-(5-benzyl-1,3,4-oxadiazol-2-yl)-2-((tert-butoxycarbonyl)amino)ethyl)-1H-imidazole-1-carboxylic acid tert-butyl ester